NCCNC(=O)C1=CC=C(CSC(CC(=O)OC(C)(C)C)=O)C=C1 tert-butyl 3-((4-((2-aminoethyl)carbamoyl)benzyl)thio)-3-oxopropanoate